(S)-2-(3,4-difluoro-5-methylbenzyl)-6-(((R)-1-(5-fluoropyridin-2-yl)-2-methylpropyl)amino)-N-hydroxyhexanamide FC=1C=C(C[C@@H](C(=O)NO)CCCCN[C@H](C(C)C)C2=NC=C(C=C2)F)C=C(C1F)C